(S)-2-((4-(6-((7-cyanobenzofuran-4-yl)methoxy)pyridin-2-yl)piperidin-1-yl)methyl)-1-(oxetane-2-ylmethyl)-1H-benzo[d]imidazole-6-carboxylic acid C(#N)C1=CC=C(C=2C=COC21)COC2=CC=CC(=N2)C2CCN(CC2)CC2=NC1=C(N2C[C@H]2OCC2)C=C(C=C1)C(=O)O